(R)-1-(2-chlorophenyl)ethyl (5-(5-((1S,3S)-2,2-difluoro-3-(hydrazinecarbonyl)cyclopropane-1-carboxamido)-6-methylpyridin-2-yl)-3-methylisoxazol-4-yl)carbamate FC1([C@@H]([C@H]1C(=O)NN)C(=O)NC=1C=CC(=NC1C)C1=C(C(=NO1)C)NC(O[C@H](C)C1=C(C=CC=C1)Cl)=O)F